C(=O)O.FC=1C(=NC=CC1)C1=NN(C=C1NC(=O)C=1N=C(SC1)C=1C=NNC1)C1CC(C1)OCC(F)(F)F N-(3-(3-fluoropyridin-2-yl)-1-((1r,2r)-3-(2,2,2-trifluoroethoxy)cyclobutyl)-1H-pyrazol-4-yl)-2-(1H-pyrazol-4-yl)thiazole-4-carboxamide formate